CN1CC2=CC=CC=C2C=N1 2-methyl-2,3-naphthyridin